1-(thiazol-2-yl)prop-2-yn-1-ol S1C(=NC=C1)C(C#C)O